(1S,4S)-tert-Butyl 5-(4-((3-chloro-4-((tetrahydrofuran-3-yl)methoxy)phenyl)amino)pyrido[3,2-d]pyrimidin-6-yl)-2,5-diazabicyclo[2.2.1]heptane-2-carboxylate ClC=1C=C(C=CC1OCC1COCC1)NC=1C2=C(N=CN1)C=CC(=N2)N2[C@@H]1CN([C@H](C2)C1)C(=O)OC(C)(C)C